FC1([C@H]2CC(C[C@@H]12)C(=O)O)F (1R,3r,5S)-6,6-difluorobicyclo[3.1.0]hexane-3-carboxylic acid